(S)-N-(5-(3-ethynylimidazo[1,2-b]pyridazin-6-yl)-2-methylphenyl)-3-phenylisoxazolidin-2-carboxamide C(#C)C1=CN=C2N1N=C(C=C2)C=2C=CC(=C(C2)NC(=O)N2OCC[C@H]2C2=CC=CC=C2)C